FC(C(=O)C1=CC=CC=C1)(F)F Trifluoroacetophenon